[F-].C(CCCCCCC)[N+]1(CCCC1)CCCC 1-octyl-1-butylpyrrolidinium fluoride